N4-(9-ethyl-9H-carbazol-3-yl)-N2-(2,4,6-trimethoxyphenyl)pyrimidine-2,4-diamine C(C)N1C2=CC=CC=C2C=2C=C(C=CC12)NC1=NC(=NC=C1)NC1=C(C=C(C=C1OC)OC)OC